sodium 2,2-dioctylmalonate C(CCCCCCC)C(C(=O)[O-])(C(=O)[O-])CCCCCCCC.[Na+].[Na+]